BrC1=C(C=C(C=C1)C(F)(F)F)S(=O)(=O)C 1-bromo-2-methylsulfonyl-4-(trifluoromethyl)benzene